[N+](=O)([O-])C1=CC=C(C=C1)N1[C@@H](CCC1)C(=O)O N-(4-nitrophenyl)-(L)-prolyl alcohol